N1CCC(CC1)N1N=CC(=C1)C=1C=C(C=2N(C1)N=CC2C#N)SC2=NC=CC=C2 6-[1-(4-piperidyl)pyrazol-4-yl]-4-(2-pyridylsulfanyl)pyrazolo[1,5-a]pyridine-3-carbonitrile